CS(=O)(=O)O[C@H]1[C@H](OCC1)COCC1=CC=CC=C1 |r| (2R,3R)- and (2S,3S)-2-((Benzyloxy)methyl)tetrahydrofuran-3-yl methanesulfonate